3-(trifluoro-methyl)-1H-1,2,4-triazole FC(C1=NNC=N1)(F)F